BrC1=CC=C(C=C1)C#CC1=C(C=CC=C1)OC=C 1-(4-bromophenylethynyl)-2-(vinyloxy)benzene